3-(bromomethyl)-5-methylpyridine BrCC=1C=NC=C(C1)C